6-((2-Hydroxytetradecyl)(3-(2-methyl-1H-imidazol-1-yl)propyl)amino)hexyl 2-hexyldecanoate C(CCCCC)C(C(=O)OCCCCCCN(CCCN1C(=NC=C1)C)CC(CCCCCCCCCCCC)O)CCCCCCCC